tert-butyl-4-bromo-2-(2,6-dioxopiperidin-3-yl)isoindoline-1,3-dione C(C)(C)(C)C=1C(=C2C(N(C(C2=CC1)=O)C1C(NC(CC1)=O)=O)=O)Br